6-(6-fluoro-7-methoxy-imidazo[1,2-a]pyridin-3-yl)-pyrimidin FC=1C(=CC=2N(C1)C(=CN2)C2=CC=NC=N2)OC